ClC1=C(C=CC(=C1)Cl)NNC(CC1NC(C(C1=O)=C(C)NNC1=CC=C(C=C1)C)=O)=O N'-(2,4-dichlorophenyl)-2-(4-(1-(2-(4-methylphenyl)hydrazino)ethylidene)-3,5-dioxopyrrolidin-2-yl)acethydrazide